C(C=C)N1N(C2=NC(=NC=C2C1=O)NC1=CC(=C(C=C1)N1CCOCC1)C)C1=CC=CC(=N1)S(=O)(=O)N 6-(2-allyl-6-((3-methyl-4-morpholinophenyl)amino)-3-oxo-2,3-dihydro-1H-pyrazolo[3,4-d]pyrimidin-1-yl)pyridine-2-sulfonamide